7-((1r,4r)-4-(2,6-Difluorophenyl)cyclohexyl)-3-methyl-5-((3-(trifluoromethoxy)pyridin-2-yl)methyl)pyrido[2,3-b]pyrazin-6(5H)-one FC1=C(C(=CC=C1)F)C1CCC(CC1)C1=CC=2C(=NC(=CN2)C)N(C1=O)CC1=NC=CC=C1OC(F)(F)F